FC=1C=C2C(=NC(=NC2=CC1C1=CC=CC2=CC=C(C(=C12)Cl)F)OCC12CCCN2CCC1)N1[C@H]2CCN([C@@H]2C1)C(C=C)=O 1-((1R,5S)-6-(6-fluoro-7-(8-chloro-7-fluoronaphthalen-1-yl)-2-((tetrahydro-1H-pyrrolizin-7a(5H)-yl)methoxy)quinazolin-4-yl)-2,6-diazabicyclo[3.2.0]hept-2-yl)prop-2-en-1-one